2,6-Di-tert-butyl-methoxyphenol C(C)(C)(C)C1=C(C(=CC=C1OC)C(C)(C)C)O